(S)-2-(1-(2-(1-(3-ethoxy-4-methoxyphenyl)-2-(methylsulfonyl)-ethyl)-1,3-dioxoisoindolin-4-yl)piperidin-4-yl)ethyl 4-methylbenzenesulfonate CC1=CC=C(C=C1)S(=O)(=O)OCCC1CCN(CC1)C1=C2C(N(C(C2=CC=C1)=O)[C@H](CS(=O)(=O)C)C1=CC(=C(C=C1)OC)OCC)=O